C(C)(C)(C)OC(=O)N(C1=C(C=C(C=N1)NC(C(=O)O)=O)C1COCC1)C(=O)OC(C)(C)C 2-[[6-[bis(tert-butoxycarbonyl)amino]-5-tetrahydrofuran-3-yl-3-pyridyl]amino]-2-oxo-acetic acid